di-2-hydroxypropyl itaconate CC(COC(=O)CC(=C)C(=O)OCC(C)O)O